C(C=C)(=O)OCCCCOP(=O)(O)[O-] acryloyloxybutylhydrogenphosphate